ClC1=C(C(=CC=C1)F)NC(=O)C1=CC(=C(C=C1O[C@H](C(F)(F)F)C)N1N=C2N(CCCC2)C1=O)F 2-(4-[(2-Chloro-6-fluorophenyl)carbamoyl]-2-fluoro-5-{[(2S)-1,1,1-trifluoropropan-2-yl]oxy}phenyl)-3-oxo-2,3,5,6,7,8-hexahydro[1,2,4]triazolo[4,3-a]pyridin